C(C)N(CC)CC1=CC=C2C(=N1)SC(=C2)C(=O)O 6-((diethylamino)methyl)thieno[2,3-b]pyridine-2-carboxylic acid